BrC1=C(C=CC=C1)C1(CN(CCC1)C1=NC(=NC(=C1)N)N)O 3-(2-bromophenyl)-1-(2,6-diaminopyrimidin-4-yl)piperidin-3-ol